Copper (2-ethylhexanoate) C(C)C(C(=O)[O-])CCCC.[Cu+2].C(C)C(C(=O)[O-])CCCC